CN(CC(=O)N(C)C1=CC=C(C=C1)NC=1N=CC2=C(N1)N=C(C=C2C#C)N2C(N(CC21CCCC1)C)=O)C 2-(Dimethylamino)-N-{4-[(5-ethynyl-7-{3-methyl-2-oxo-1,3-diazaspiro[4.4]nonan-1-yl}pyrido[2,3-d]pyrimidin-2-yl)amino]phenyl}-N-methylacetamide